(R)-3-Imino-2,2,5-trimethyl-5-(8-(2,2,2-trifluoroethoxy)dibenzo[b,d]thiophen-2-yl)thiomorpholine 1,1-dioxide N=C1N[C@@](CS(C1(C)C)(=O)=O)(C1=CC2=C(SC3=C2C=C(C=C3)OCC(F)(F)F)C=C1)C